C(CCCCCCC)O Octan-1-ol